ethyl 2-[4-[3-(3-bromo-2-methyl-phenyl)propoxy]-1-piperidyl]acetate BrC=1C(=C(C=CC1)CCCOC1CCN(CC1)CC(=O)OCC)C